3-methoxyisoxazole-4-carboxylic acid COC1=NOC=C1C(=O)O